5-((R)-1-(3,5-dichloropyridin-4-yl)ethoxy)-3-(6-((3-(methyl-sulfonyl)-3-azabicyclo[3.1.0]hexan-6-yl)oxy)pyridin-3-yl)-1H-indazole ClC=1C=NC=C(C1[C@@H](C)OC=1C=C2C(=NNC2=CC1)C=1C=NC(=CC1)OC1C2CN(CC12)S(=O)(=O)C)Cl